(R)-1-(7-(4-fluorobenzoyl)-8-methyl-3-(3-methyl-1,2,4-thiadiazol-5-yl)-5,6,7,8-tetrahydroimidazo[1,5-a]pyrazin-1-yl)azepan-2-one FC1=CC=C(C(=O)N2[C@@H](C=3N(CC2)C(=NC3N3C(CCCCC3)=O)C3=NC(=NS3)C)C)C=C1